CCC1C(O1)C/C=C\\C/C=C\\C/C=C\\C/C=C\\CCCCCC(=O)[O-] The molecule is a docosanoid anion that is the conjugate base of (7Z,10Z,13Z,16Z)-19,20-epoxydocosatetraenoic acid, obtained by deprotonation of the carboxy group; major species at pH 7.3 It is a docosanoid anion and a long-chain fatty acid anion. It derives from a (7Z,10Z,13Z,16Z,19Z)-docosapentaenoate. It is a conjugate base of a (7Z,10Z,13Z,16Z)-19,20-epoxydocosatetraenoic acid.